5,7-dioxo-2,3,5,7,11,11a-hexahydro[1,3]oxazolo[3,2-a]pyrido[1,2-d]pyrazin-6-olate O=C1C=2N(CC3N1CCO3)C=CC(C2[O-])=O